ClC=1C=CC(=C(C1)C=1C=C(C=2OCCNC2N1)C=1C=C(C=NC1)NCCCN(C)C)F 5-[6-(5-chloro-2-fluorophenyl)-2H,3H,4H-pyrido[3,2-b][1,4]oxazin-8-yl]-N-[3-(dimethylamino)propyl]pyridin-3-amine